3-[[4-[(2R)-2-[[2-(tert-butoxycarbonylamino)spiro[3.3]heptan-6-yl]amino]-4,4-dimethyl-pentoxy]-6-(2,6-dimethylphenyl)-5-methyl-pyrimidin-2-yl]sulfamoyl]benzoic acid C(C)(C)(C)OC(=O)NC1CC2(C1)CC(C2)N[C@@H](COC2=NC(=NC(=C2C)C2=C(C=CC=C2C)C)NS(=O)(=O)C=2C=C(C(=O)O)C=CC2)CC(C)(C)C